(1s,4s)-N-(3-Cyano-4-methylphenyl)-4-(4-methyl-1-oxoisoindolin-2-yl)cyclohexanecarboxamide C(#N)C=1C=C(C=CC1C)NC(=O)C1CCC(CC1)N1C(C2=CC=CC(=C2C1)C)=O